The molecule is the 1,5-dihydro derivative of coenzyme F420-6. Species of coenzyme F420(red.) specific to Mycobacterium tuberculosis. It is a member of pyrimidoquinolines, a ribitol phosphate and an oligopeptide. It derives from a coenzyme F420-6. C[C@@H](C(=O)N[C@@H](CCC(=O)N[C@@H](CCC(=O)N[C@@H](CCC(=O)N[C@@H](CCC(=O)N[C@@H](CCC(=O)N[C@@H](CCC(=O)O)C(=O)O)C(=O)O)C(=O)O)C(=O)O)C(=O)O)C(=O)O)OP(=O)(O)OC[C@H]([C@H]([C@H](CN1C2=C(CC3=C1NC(=O)NC3=O)C=CC(=C2)O)O)O)O